FC1=CC(=CC2=C1OC(CO2)C=2C=NC(=CC2)OC)CN (8-fluoro-2-(6-methoxypyridin-3-yl)-2,3-dihydrobenzo[b][1,4]dioxin-6-yl)methylamine